2-chloro-N-(5-ethoxy-2-propylphenyl)acetamide ClCC(=O)NC1=C(C=CC(=C1)OCC)CCC